OC(C[N+](C)(C)CC(C)O)C bis-(2-hydroxypropyl)dimethylammonium